BrC1=CC(=C2C=NC(=NC2=C1)NC(=O)NC=1C=NC=CC1)OC 1-(7-bromo-5-methoxyquinazolin-2-yl)-3-(pyridin-3-yl)urea